C1(CC1)N1CCN(CC1)C(=O)C1=NN2C(N=CC=C2C2=CC(=C(C=C2)OC)OC)=C1 (4-cyclopropylpiperazin-1-yl)(7-(3,4-dimethoxyphenyl)pyrazolo[1,5-a]pyrimidin-2-yl)methanone